((S)-1-(2-(((R)-1-phenylethyl)amino)pyrimidin-4-yl)pyrrolidin-2-yl)methanol C1(=CC=CC=C1)[C@@H](C)NC1=NC=CC(=N1)N1[C@@H](CCC1)CO